(S)-2-(2-morpholinoethyl)-7-nitroindoline-5-sulfonamide O1CCN(CC1)CC[C@H]1NC2=C(C=C(C=C2C1)S(=O)(=O)N)[N+](=O)[O-]